1-(5-(Chloromethyl)-3-fluoropyridin-2-yl)dihydropyrimidine-2,4(1H,3H)-dione ClCC=1C=C(C(=NC1)N1C(NC(CC1)=O)=O)F